NC[C@]1([C@H]([C@@H](N[C@H]1CC(C)(C)C)C(=O)[O-])C1=CC(=C(C=C1)Cl)Cl)C1=C(C=C(C=C1)Cl)F (2R,3R,4S,5S)-4-(aminomethyl)-4-(4-chloro-2-fluorophenyl)-3-(3,4-dichlorophenyl)-5-Neopentylpyrrolidine-2-carboxylate